2,2',6,6'-tetra-sec-butyl-4,4'-methylenedianiline C(C)(CC)C1=C(N)C(=CC(=C1)CC1=CC(=C(N)C(=C1)C(C)CC)C(C)CC)C(C)CC